boron-magnesium-zinc-iron [Fe].[Zn].[Mg].[B]